C1(CC1)[C@@H](C)C1=C(C=2CCC2C=C1)N (R)-3-(1-cyclopropylethyl)bicyclo[4.2.0]oct-1(6),2,4-trien-2-amine